C(C)NC(=O)NC1=NC=C(C=C1)CN1CCN(CC1)C=1C(=NC(=CC1)N1N=CC=C1)C 1-ethyl-3-(5-((4-(2-methyl-6-(1H-pyrazol-1-yl)pyridin-3-yl)piperazin-1-yl)methyl)pyridin-2-yl)urea